CC(C(C)(C)C)(N(CC(C=C)C=C)CC)C pentamethyldivinyl-triethylamine